1-(1-Aminoisochinolin-4-yl)-N-(5-chloro-2-methyl-4-(2H-1,2,3-triazol-2-yl)phenyl)-5-(trifluoromethyl)-1H-pyrazol-4-carboxamid NC1=NC=C(C2=CC=CC=C12)N1N=CC(=C1C(F)(F)F)C(=O)NC1=C(C=C(C(=C1)Cl)N1N=CC=N1)C